ClC=1C=CC=C2CC[C@@H]([C@@H](C12)NC([O-])=O)OCOC (1R,2S)-8-Chloro-2-(methoxymethoxy)-1,2,3,4-tetrahydronaphthalin-1-yl-carbamat